Cl.C1(CC1)C1=C(C=C(C(=O)O)C=C1)S(NC1=C(C=C(C(=C1)S(=O)(=O)C)F)C1NCCCC1)(=O)=O 4-cyclopropyl-3-(N-(4-fluoro-5-(methylsulfonyl)-2-(piperidin-2-yl)phenyl)sulfamoyl)benzoic acid hydrochloride